2-chloro-4-[[4-[[(1S)-2-hydroxy-1-phenyl-ethyl]amino]-5-oxazol-2-yl-pyrimidin-2-yl]-amino]benzamide ClC1=C(C(=O)N)C=CC(=C1)NC1=NC=C(C(=N1)N[C@H](CO)C1=CC=CC=C1)C=1OC=CN1